4-(1-(4-(trifluoromethyl)benzoyl)-1H-pyrrolo[2,3-c]pyridin-4-yl)benzonitrile FC(C1=CC=C(C(=O)N2C=CC=3C2=CN=CC3C3=CC=C(C#N)C=C3)C=C1)(F)F